1-propyl-1-butylpiperidinium bis(pentafluoroethanesulfonyl)imide salt [N-](S(=O)(=O)C(F)(F)C(F)(F)F)S(=O)(=O)C(F)(F)C(F)(F)F.C(CC)[N+]1(CCCCC1)CCCC